FC1(CC1)C1=C(C(=C2C(=N1)CCC2)NC(=O)N=[S@](=O)(N)C=2SC=C(C2)C(C)(C)O)C |o1:17| (R) or (S)-N'-((2-(1-fluorocyclopropyl)-3-methyl-6,7-dihydro-5H-cyclopenta[b]pyridin-4-yl)carbamoyl)-4-(2-hydroxypropan-2-yl)thiophene-2-sulfonimidamide